I.N[C@@H](C)C(=O)O alanine hydroiodide